COC=1C=C(C=CC1)C=1OC(=CC(C1)=O)N1CCOCC1 2-(3-methoxyphenyl)-6-morpholino-4H-pyran-4-one